ClC1=C(C(=CC=C1)Cl)CC 1-(2,6-dichlorophenyl)ethane